C1(=CC=CC2=CC=CC=C12)N1C(=O)C2C(CC3C(C2)O3)C1=O N-naphthyl-4,5-epoxycyclohexane-1,2-dicarboximide